FC1(CC2(C1)CC(N(CC2)CC2=C1C=CNC1=C(C=C2OC)C)C2=CC=C(C(=O)NC)C=C2)F 4-(2,2-difluoro-7-((5-methoxy-7-methyl-1H-indol-4-yl)methyl)-7-azaspiro[3.5]nonan-6-yl)-N-methylbenzamide